FC(C1=NN(C(=C1C1=CC=C(C=C1)C(F)(F)F)F)C1=CC=CC=C1)F 3-difluoromethyl-5-fluoro-1-phenyl-4-(4-trifluoromethylphenyl)-1H-pyrazole